C(#N)C(C(=O)N1C[C@@H](CCC1)CC(=O)N[C@@H](CC1=CC=CC=C1)B(O)O)=CC(C)(C)N1CC(CC1)(F)F ((R)-1-(2-((S)-1-(2-cyano-4-(3,3-difluoropyrrolidin-1-yl)-4-methylpent-2-enoyl)piperidin-3-yl)acetamido)-2-phenylethyl)boronic acid